C1(CC1)N1C(=NN=C1)C1=CC=CC(=N1)N1C(C2=CC=C(C=C2C1)C(=O)NCCOC)=O 2-(6-(4-cyclopropyl-4H-1,2,4-triazol-3-yl)pyridin-2-yl)-N-(2-methoxyethyl)-1-oxoisoindoline-5-carboxamide